C1(CC1)N(C1=NC=NC(=C1F)F)CC1=CC=C(C=C1)C(F)(F)F N-cyclopropyl-5,6-difluoro-N-(4-(trifluoromethyl)benzyl)pyrimidin-4-amine